2-ethyl-1-(2-methoxy-2-oxoethyl)imidazole-4-sulfonic acid C(C)C=1N(C=C(N1)S(=O)(=O)O)CC(=O)OC